ClC=1C=C(C=CC1OC)N1C(=NC2=C1C=C(C=C2)N2CCN(CC2)C)C#C 1-(3-chloro-4-methoxyphenyl)-2-ethynyl-6-(4-methylpiperazin-1-yl)-1H-benzo[d]imidazole